O[C@H](COC=1C=C(C=CC1)S(=O)(=O)C1CC(C1)O)CN[C@H]1COC2(C1)CCN(CC2)S(=O)(=O)C=2C=NC1=CC=CC=C1C2 3-(3-((S)-2-hydroxy-3-((R)-8-(quinolin-3-ylsulfonyl)-1-oxa-8-azaspiro[4.5]decan-3-ylamino)propoxy)benzenesulfonyl)cyclobutanol